NC1=NC(=NC(=N1)N)C(C)C=1N=C(NC1)CCCCCCCCCCC 1-(4,6-diamino-s-triazine-2-yl)ethyl-2-undecylimidazole